(R)-N-[(1R)-1-[3-cyclopropyl-6-fluoro-2-(4-methyltetrahydropyran-4-yl)-4-oxo-quinazolin-8-yl]ethyl]-2-methyl-propane-2-sulfinamide C1(CC1)N1C(=NC2=C(C=C(C=C2C1=O)F)[C@@H](C)N[S@](=O)C(C)(C)C)C1(CCOCC1)C